CNC1CNC=2N(C1)N=CC2C2=CC=C(C=C2)C(F)(F)F N-methyl-3-(4-(trifluoromethyl)phenyl)-4,5,6,7-tetrahydropyrazolo[1,5-a]pyrimidin-6-amine